fluoro-5,5-dimethylpyrrolidine FN1CCCC1(C)C